1-{1-methyl-6-[(2S)-2-methylpiperazin-1-yl]indazol-3-yl}-1,3-diazinane-2,4-dione CN1N=C(C2=CC=C(C=C12)N1[C@H](CNCC1)C)N1C(NC(CC1)=O)=O